ClC=1C=C(CN2CC=3C(N(C=4N(C3CC2)C=CN4)CC4=CC=C(C=C4)Cl)=O)C=CC1 7-(3-chlorobenzyl)-4-(4-chlorobenzyl)-6,7,8,9-tetrahydroimidazo[1,2-a]pyrido[3,4-e]pyrimidine-5(4H)-one